FC=1C=C(C=C(C1OC)F)N1CCN(CC1)C(CN1N=C(C2=C1CCC2)C(=O)N2C[C@H](O[C@H](C2)C)C)=O 1-[4-(3,5-Difluoro-4-methoxyphenyl)piperazin-1-yl]-2-{3-[(2R,6S)-2,6-dimethylmorpholin-4-carbonyl]-5,6-dihydrocyclopenta[c]pyrazol-1(4H)-yl}ethan-1-on